Benzendithiol C=1(C(=CC=CC1)S)S